N[C@@]1(CN(CC1)C1=C(C=NC(=C1C1=CC(=CC(=C1)F)F)C#N)C(=O)N[C@@H](C)C1CC1)CF 4-[(3S)-3-amino-3-(fluoromethyl)pyrrolidin-1-yl]-6-cyano-N-[(1S)-1-cyclopropylethyl]-5-(3,5-difluorophenyl)pyridine-3-carboxamide